ditert-butyl(cyclopentyl)-phosphane C(C)(C)(C)P(C1CCCC1)C(C)(C)C